CN(C1=NC=C(C=C1Br)I)C dimethyl(3-bromo-5-iodo-2-pyridyl)amine